C[C@H]1[C@@H](C1)C(=O)N (1R,2R)-2-methylcyclopropane-1-carboxamide